3-((4-methylphenyl)sulfonamido)-N-(thiazol-2-yl)isonicotinamide CC1=CC=C(C=C1)S(=O)(=O)NC1=C(C(=O)NC=2SC=CN2)C=CN=C1